FC1=C(C=CC=C1C[C@@H]1N(CC([C@@H]1NS(=O)(=O)C1CC1)(F)F)C(=O)C1OCC1)C1=C(C=CC=C1)F N-[(2S,3R)-2-[(2,2'-difluoro[1,1'-biphenyl]-3-yl)methyl]-4,4-difluoro-1-(oxetane-2-carbonyl)pyrrolidin-3-yl]cyclopropanesulfonamide